Cl.CC=1C(=NC=CC1)OC[C@H]1NCCC1 3-methyl-2-{[(2S)-pyrrolidin-2-yl]methoxy}pyridine hydrochloride